(R)-N-(5-(1-methyl-1H-pyrazol-3-yl)-4-((6-(tetrahydrofuran-3-yl)pyridin-2-yl)amino)pyridin-2-yl)acetamide CN1N=C(C=C1)C=1C(=CC(=NC1)NC(C)=O)NC1=NC(=CC=C1)[C@@H]1COCC1